2,2-Dinitrodiphenoxyethane [N+](=O)([O-])C(C(OC1=CC=CC=C1)OC1=CC=CC=C1)[N+](=O)[O-]